C12(CC(C1)C2)COC2=C(C=C(C(=C2)Cl)C#N)NS(=O)(=O)C=2C=C(C(=O)O)C=CC2C2CC2 3-(N-(2-(bicyclo[1.1.1]pentan-1-ylmethoxy)-4-chloro-5-cyanophenyl)sulfamoyl)-4-cyclopropylbenzoic acid